(S)-2-((2S,3R)-3-amino-4-(4-fluorophenyl)-2-hydroxybutanamido)-2-(3-(trifluoromethoxy)phenyl)acetic acid N[C@@H]([C@@H](C(=O)N[C@H](C(=O)O)C1=CC(=CC=C1)OC(F)(F)F)O)CC1=CC=C(C=C1)F